C(=O)(OC(C)(C)C)NC(COCC#C)(COCC#C)COCC#C Boc-aminotri[(2-propynyloxy)methyl]methane